8,10-pentadecadienyl acetate C(C)(=O)OCCCCCCCC=CC=CCCCC